C(C)OC1=C(C=C2CCN(C(C2=C1)CCC1=NNC2=CC=C(C=C12)C#N)C(=O)N1CCOCC1)OC 3-(2-(7-ethoxy-6-methoxy-2-(morpholine-4-carbonyl)-1,2,3,4-tetrahydroisoquinolin-1-yl)ethyl)-1H-indazole-5-nitrile